isopropyl-ethylamine C(C)(C)NCC